Methyl 2-(2-(chloromethyl)allyl)-4-methylenepyrrolidine-2-carboxylate ClCC(CC1(NCC(C1)=C)C(=O)OC)=C